FC1=C(C=CC=C1)N1CCC(CC1)OC[C@@H]1N(CCC[C@@H]1NS(=O)(=O)C)C(=O)C1COC1 N-(cis-2-(((1-(2-fluorophenyl)piperidin-4-yl)oxy)methyl)-1-(oxetan-3-ylcarbonyl)piperidin-3-yl)methanesulfonamide